2-bromo-5-((2,6-difluoro-3,5-dimethoxybenzyl)oxy)pyridine BrC1=NC=C(C=C1)OCC1=C(C(=CC(=C1F)OC)OC)F